C(C)SC1=NN2C(N=CC(=C2)C2=CC=C(C=C2)OC(F)(F)F)=C1C1=NC=2C(=NC=C(C2)C(F)(F)F)N1C 2-(2-(ethylthio)-6-(4-(trifluoromethoxy)phenyl)pyrazolo[1,5-a]pyrimidin-3-yl)-3-methyl-6-(trifluoromethyl)-3H-imidazo[4,5-b]pyridine